6-(6-aminopyridin-3-yl)-3-(4-methylbenzyl)quinazolin-4(3H)-one NC1=CC=C(C=N1)C=1C=C2C(N(C=NC2=CC1)CC1=CC=C(C=C1)C)=O